(S)-2-{[(2S,5S)-5-((S)-2-Acetylamino-3-methyl-butyrylamino)-4-oxo-1,2,4,5,6,7-hexahydro-azepino[3,2,1-hi]indole-2-carbonyl]-amino}-3-hydroxy-propionic acid methyl ester COC([C@H](CO)NC(=O)[C@H]1N2C3=C(C=CC=C3C1)CC[C@@H](C2=O)NC([C@H](C(C)C)NC(C)=O)=O)=O